ClC1=CC2=C(O[C@H](CN2)CO)C=C1 (R)-(6-chloro-3,4-dihydro-2H-benzo[b][1,4]oxazin-2-yl)methanol